S(=O)(=O)([O-])[O-].N[C@@H](CCCCN)C(=O)[O-].[Mn+3].FC(C=1C=C(N=NC1)C(C)O)(F)F 1-[5-(Trifluoromethyl)pyridazin-3-yl]ethanol manganese monolysinate sulfate